BrCC1N(CC(C1)C1=C(C=CC=C1)F)S(=O)(=O)N1CCS(CC1)(=O)=O 4-((2-(bromomethyl)-4-(2-fluorophenyl)pyrrolidin-1-yl)sulfonyl)thiomorpholine 1,1-dioxide